di-tert-butyl-diperoxyphthalic acid C(C)(C)(C)C=1C(=C(C(C(=O)OO)=CC1)C(=O)OO)C(C)(C)C